C(C)(C)(C)OC(=O)N(CCCC[C@@H](C(NC1C2CN(C(C1)C2)C(C2=CC(=C(C=C2)C(NC)=O)C)=O)=O)NC(OC(C)(C)C)=O)C tert-butyl N-[(1S)-5-{[(tert-butoxy)carbonyl](methyl)amino}-1-({2-[3-methyl-4-(methylcarbamoyl)benzoyl]-2-azabicyclo[2.2.1]heptan-5-yl}carbamoyl)pentyl]carbamate